5-(4-chlorobenzyl)-2-(2-cyclopropylpyridin-4-yl)-8-isopropyl-2,5,8-triazaspiro[3.5]nonane-6,9-dione ClC1=CC=C(CN2C3(CN(C3)C3=CC(=NC=C3)C3CC3)C(N(CC2=O)C(C)C)=O)C=C1